BrC=1C=C(C=NC1CC)C(=O)OCC Ethyl 5-bromo-6-ethylpyridine-3-carboxylate